ClC1=NC=C2C(=C(C(=NC2=C1F)SC)C#CC)NC1C2CN(C1C2)C(=O)OC(C)(C)C tert-butyl (endo)-5-((7-chloro-8-fluoro-2-(methylthio)-3-(prop-1-yn-1-yl)-1,6-naphthyridin-4-yl)amino)-2-azabicyclo[2.1.1]hexane-2-carboxylate